CC1=CC=C2C(=N1)NC=C2 6-methyl-1H-pyrrolo[2,3-b]pyridin